3-(4-nitrophenyl)-1H-pyrazole [N+](=O)([O-])C1=CC=C(C=C1)C1=NNC=C1